(R)-3-(pyrrolidin-3-yl-2,2,3,4,4,5,5-d7)-1H-indol-4-ol N1C([C@@](C(C1([2H])[2H])([2H])[2H])([2H])C1=CNC=2C=CC=C(C12)O)([2H])[2H]